tert-butyl (R)-(2-((4-methyl-3-((1-(naphthalen-1-yl)ethyl)carbamoyl)phenyl)amino)-2-oxoethyl)carbamate CC1=C(C=C(C=C1)NC(CNC(OC(C)(C)C)=O)=O)C(N[C@H](C)C1=CC=CC2=CC=CC=C12)=O